N-(4-((2-(1,1-difluoroethyl)-6-methylpyrimidin-4-yl)amino)-5-ethoxypyridin-2-yl)-3-methoxypropanamide FC(C)(F)C1=NC(=CC(=N1)NC1=CC(=NC=C1OCC)NC(CCOC)=O)C